N-(2-fluorophenyl)-5-(4-(4-fluorophenyl)-1-(pyrrolidin-3-ylmethyl)-1H-imidazol-5-yl)furan-2-carboxamide FC1=C(C=CC=C1)NC(=O)C=1OC(=CC1)C1=C(N=CN1CC1CNCC1)C1=CC=C(C=C1)F